CC1=C(C(=CC=C1)C)PC1=CC(=CC=C1)PC1=C(C=CC=C1C)C 2,6-bis(2,6-dimethylphenyl)phosphinobenzene